ClC1=CC=C(C=C1)[C@@]1(N(C(C2=CC(=CC(=C12)F)C(CC)(C=1C=NN(C1)C)O)=O)CC1=CC=C(C=N1)C#N)O[C@@H]1COCC1 6-{[(1R)-1-(4-chlorophenyl)-7-fluoro-5-[1-hydroxy-1-(1-methyl-1H-pyrazol-4-yl)propyl]-3-oxo-1-[(3S)-oxolan-3-yloxy]-2,3-dihydro-1H-isoindol-2-yl]methyl}pyridine-3-carbonitrile